ClC1=C(C(=O)N[C@H]2[C@H]3CC[C@@H](C2)N3C#N)C=CC(=C1)C1=NC=C(N=C1)C 2-chloro-N-((1R,2R,4S)-7-cyano-7-azabicyclo[2.2.1]heptan-2-yl)-4-(5-methyl-2-pyrazinyl)benzamide